O=C1N(CCC(N1)=O)C1=C(C=C(C=C1F)N1CC(C1)NC(C(C1=CC=C(C=C1)C1(CC1)C(F)(F)F)=O)=O)F N-(1-(4-(2,4-dioxotetrahydropyrimidin-1(2H)-yl)-3,5-difluorophenyl)azetidin-3-yl)-2-oxo-2-(4-(1-(trifluoromethyl)cyclopropyl)phenyl)acetamide